(S)-N1-(8-hydroxy-5-methyl-4-oxo-2,3,4,5-tetrahydrobenzo[b][1,4]oxazepin-3-yl)-N2-phenethyloxalamide OC=1C=CC2=C(OC[C@@H](C(N2C)=O)NC(C(=O)NCCC2=CC=CC=C2)=O)C1